OC[C@@H](C1=CC=CC=C1)NC1=CC(N(C(N1)=O)C(C)C)=O (R)-6-((2-hydroxy-1-phenylethyl)amino)-3-isopropylpyrimidine-2,4(1h,3h)-dione